(2S)-3-methyl-2-[3-[[3-(4-piperidylmethyl)azetidin-1-yl]isoxazol-5-yl]butanoyl]-N-[(1S)-1-[4-(4-methylthiazol-5-yl)phenyl]ethyl]pyrrolidine-2-carboxamide CC1[C@@](NCC1)(C(=O)N[C@@H](C)C1=CC=C(C=C1)C1=C(N=CS1)C)C(CC(C)C1=CC(=NO1)N1CC(C1)CC1CCNCC1)=O